O=C1NC(CCC1N1NC2=CC(=CC=C2C1=O)C1CCN(CC1)CC1=CC=C(C#N)C=C1)=O 4-((4-(2-(2,6-dioxopiperidin-3-yl)-3-oxo-2,3-dihydro-1H-indazol-6-yl)piperidin-1-yl)methyl)benzonitrile